S(=O)(=O)(C1=CC=C(C)C=C1)CC(C(=O)C1=CC=C(C(=O)O)C=C1)CS(=O)(=O)C1=CC=C(C)C=C1 4-(3-Tosyl-2-(Tosylmethyl)propionyl)benzoic acid